N1=CC=C2NC3=C(N21)C=CC=C3 pyrazolo[1,5-a]-benzimidazole